7-Deazaadenosine triphosphate P(O)(=O)(OP(=O)(O)OP(=O)(O)O)OC[C@@H]1[C@H]([C@H]([C@@H](O1)N1C=CC=2C(N)=NC=NC12)O)O